C(C)(C)C1=NOC(=N1)N1CCC(CC1)[C@@H](C)OC1=NN2C(S1)=NC(=C2)C=2C(=NC(=CC2)S(=O)(=O)C)F 2-((R)-1-(1-(3-isopropyl-1,2,4-oxadiazol-5-yl)piperidin-4-yl)ethoxy)-6-(2-fluoro-6-(methylsulfonyl)pyridin-3-yl)imidazo[2,1-b][1,3,4]thiadiazol